3-(difluoromethoxy)-N-((2-(6-((cis)-2,6-dimethylmorpholino)-4-fluoropyridin-2-yl)-1,6-naphthyridin-7-yl)methyl)benzamide FC(OC=1C=C(C(=O)NCC2=NC=C3C=CC(=NC3=C2)C2=NC(=CC(=C2)F)N2C[C@@H](O[C@@H](C2)C)C)C=CC1)F